N-{(6R)-2-[4-(2,6-difluorophenyl)-6-fluoro-1,2-benzoxazol-3-yl]-7,7-difluoro-1-hydroxy-3-oxohexahydro-1H-pyrrolo[1,2-c]imidazol-6-yl}ethanesulfonamide FC1=C(C(=CC=C1)F)C1=CC(=CC2=C1C(=NO2)N2C(N1C(C2O)C([C@@H](C1)NS(=O)(=O)CC)(F)F)=O)F